OCCNC1=C(C=C(C=C1)NCCO)[N+](=O)[O-] N,N'-Bis(2-hydroxyethyl)-2-nitro-p-phenylenediamine